CC(C)(C#CC(C)(OOC(C1=CC=CC=C1)=O)C)OOC(C1=CC=CC=C1)=O 2,5-dimethyl-2,5-bis(benzoylperoxy)hexyne